1,8-Dichloro-9,10-bis(phenylethynyl)-Anthracen ClC1=CC=CC2=C(C3=CC=CC(=C3C(=C12)C#CC1=CC=CC=C1)Cl)C#CC1=CC=CC=C1